C(#C)C1CCC(CC1)C(=O)OCC1=CC=CC=C1 benzyl 4-ethynylcyclohexane-1-carboxylate